5-(3-((4-(2-chloropyridin-4-yl)piperazin-1-yl)methyl)piperidin-1-yl)-2-(furan-2-yl)-[1,2,4]triazolo[1,5-a][1,3,5]triazine-7-amine ClC1=NC=CC(=C1)N1CCN(CC1)CC1CN(CCC1)C1=NC=2N(C(=N1)N)N=C(N2)C=2OC=CC2